(S)-3-(5-(4-((1-(4-((3S,4R)-7-hydroxy-3-phenylisochroman-4-yl)phenyl)piperidin-4-yl)methyl)piperazin-1-yl)-1-oxoisoindolin-2-yl)piperidine-2,6-dione OC1=CC=C2[C@H]([C@H](OCC2=C1)C1=CC=CC=C1)C1=CC=C(C=C1)N1CCC(CC1)CN1CCN(CC1)C=1C=C2CN(C(C2=CC1)=O)[C@@H]1C(NC(CC1)=O)=O